6-((3-(dimethylamino)propyl)amino)pyrazolo[1,5-c]pyrido[3,4-e]pyrimidine-9-carboxylic acid CN(CCCNC1=NC2=C(C=3N1N=C(C3)C(=O)O)C=NC=C2)C